FC1=CC=C(N=N1)N1C[C@@H](CC1)N (3R)-1-(6-fluoropyridazin-3-yl)pyrrolidin-3-amine